4-(((7-azabicyclo[2.2.1]heptan-7-yl)sulfonyl)carbamoyl)-2-chlorobenzoic acid C12CCC(CC1)N2S(=O)(=O)NC(=O)C2=CC(=C(C(=O)O)C=C2)Cl